FC(C)(F)C=1C=C(C=CC1)NC(=O)C1C(=NN(C1=O)C1=CC(=C(C=C1)OC(F)F)C1=NC=CN=C1)C N-[3-(1,1-difluoroethyl)phenyl]-1-[4-(difluoromethoxy)-3-pyrazin-2-yl-phenyl]-3-methyl-5-oxo-4H-pyrazole-4-carboxamide